ClC1=C(CCN(S(=O)(=O)C(F)(F)F)CC(OC)OC)C=C(C=C1)C=C N-(2-Chloro-5-vinylphenethyl)-N-(2,2-dimethoxyethyl)-1,1,1-trifluoromethanesulfonamide